BrCC12CC(C1)(C2)N2C(N1[C@@H](CN(CC1)C(=O)[O-])C2)=O (R)-2-(3-(Bromomethyl)bicyclo[1.1.1]pentan-1-yl)-3-oxohexahydroimidazo[1,5-a]pyrazine-7(1H)-carboxylate